3-oxo-2,8-diazaspiro[4.5]decane-8-carboxamide O=C1NCC2(C1)CCN(CC2)C(=O)N